CC=1SC=2C(N1)=C(C=CC2)C=O 2-methylbenzo[d]thiazole-4-carbaldehyde